C(C)C1CC2=C(C3=CC=CC=C3C(=C2CC1)OC(C(=C)C)=O)OC(C(=C)C)=O 2-ethyl-9,10-dimethacryloyloxy-1,2,3,4-tetrahydroanthracene